(3S,4R,5R,6S)-1-{6-[(3',5'-difluoro-2-biphenylyl)methoxy]hexyl}-3,4,5,6-azepanetetrol FC=1C=C(C=C(C1)F)C1=C(C=CC=C1)COCCCCCCN1C[C@@H]([C@H]([C@@H]([C@H](C1)O)O)O)O